lead-zinc-iron sulphide [Fe]=S.[Zn].[Pb]